N,N-bis(2,3-dihydroxypropyl)isophthalamide OC(CN(C(C1=CC(C(=O)N)=CC=C1)=O)CC(CO)O)CO